2,3,4,5,6-pentafluoro-N-(3-phenoxyphenyl)benzenesulfonamide FC1=C(C(=C(C(=C1F)F)F)F)S(=O)(=O)NC1=CC(=CC=C1)OC1=CC=CC=C1